[Pd](Cl)Cl.C(C)(C)(C)P([C-]1C=CC=C1)C(C)(C)C.[C-]1(C=CC=C1)P(C(C)(C)C)C(C)(C)C.[Fe+2] (1,1'-bis(di-t-butylphosphino)ferrocene) palladium dichloride